1-(piperidin-4-yl)azepane hydrochloride Cl.N1CCC(CC1)N1CCCCCC1